N-((1S,4S)-4-(2-oxa-8-azaspiro[4.5]decan-8-yl)cyclohexyl)-2-(3-((2-methoxy-4-(methyl-sulfonyl)phenyl)amino)prop-1-yn-1-yl)-1-(2,2,2-trifluoroethyl)-1H-benzo[d]imidazol-4-amine C1OCCC12CCN(CC2)C2CCC(CC2)NC2=CC=CC=1N(C(=NC12)C#CCNC1=C(C=C(C=C1)S(=O)(=O)C)OC)CC(F)(F)F